8-(4-(4-(6-(2,6-dioxopiperidin-3-yl)-1-oxoisoindolin-4-yl)hex-5-yn-1-yl)piperazin-1-yl)-9-ethyl-6,6-dimethyl-11-oxo-6,11-dihydro-5H-benzo[b]carbazole-3-carbonitrile O=C1NC(CCC1C1=CC(=C2CNC(C2=C1)=O)C(CCCN1CCN(CC1)C=1C(=CC2=C(C(C=3NC4=CC(=CC=C4C3C2=O)C#N)(C)C)C1)CC)C#C)=O